4-(4-([1,2,4]triazolo[4,3-a]pyridin-5-yl)phenyl)-N-(2-ethynylthiazol-4-yl)piperazine-1-carboxamide N=1N=CN2C1C=CC=C2C2=CC=C(C=C2)N2CCN(CC2)C(=O)NC=2N=C(SC2)C#C